N6-Phenylethyladenosine C1(=CC=CC=C1)CCNC=1C=2N=CN([C@H]3[C@H](O)[C@H](O)[C@@H](CO)O3)C2N=CN1